COCC1(CCCCC1)COC 1,1-bis-methoxymethyl-cyclohexane